(2S)-4-[(tert-butoxy)carbonyl]-6-hydroxy-6-(trifluoromethyl)-1,4-oxazepane-2-carboxylic acid C(C)(C)(C)OC(=O)N1C[C@H](OCC(C1)(C(F)(F)F)O)C(=O)O